NC1=C(C=C2C(=N1)N(N=C2)C2=NC=C(C(=C2)N[C@H](C)C#N)N2N=NC(=C2)C2CCC(CC2)CC=O)C#N 6-amino-1-(4-(((R)-1-cyanoethyl)amino)-5-(4-((1r,4R)-4-(2-oxoethyl)cyclohexyl)-1H-1,2,3-triazol-1-yl)pyridin-2-yl)-1H-pyrazolo[3,4-b]pyridine-5-carbonitrile